[1-(5-cyclopropyl-1,3,4-oxadiazol-2-yl)ethyl]-2-methylpropane-2-sulfinamide C1(CC1)C1=NN=C(O1)C(C)CC(C)(S(=O)N)C